bis(tertiary-butyl)aminosilane C(C)(C)(C)N(C(C)(C)C)[SiH3]